FC1=C(C(=C(C=C1F)F)F)S(=O)(=O)[O-] 2,3,5,6-tetrafluorobenzenesulfonate